3-chloro-N-(4-{1-[(cyclopropylmethyl)carbamoyl]cyclobutyl}phenyl)benzamide ClC=1C=C(C(=O)NC2=CC=C(C=C2)C2(CCC2)C(NCC2CC2)=O)C=CC1